(4-propargyloxyphenyl)ethylene C(C#C)OC1=CC=C(C=C1)C=C